tert-butyl (2S)-4-({3-[carbamoyl(3-ethoxy-3-oxopropyl)amino]-1-methyl-1H-indazol-5-yl}methyl)-2-methylpiperazine-1-carboxylate C(N)(=O)N(C1=NN(C2=CC=C(C=C12)CN1C[C@@H](N(CC1)C(=O)OC(C)(C)C)C)C)CCC(=O)OCC